FC1(CCN(CC1)C=1C=C(C=CC1)N1N=NC(=C1)C1=C(C=C(C=C1)NS(=O)(=O)CCO)N1CCC2(CC2)CC1)F N-(4-(1-(3-(4,4-difluoropiperidin-1-yl)phenyl)-1H-1,2,3-triazol-4-yl)-3-(6-azaspiro[2.5]octan-6-yl)phenyl)-2-hydroxyethane-1-sulfonamide